1-Naphthalen-2-ylmethyl-1H-indazole-6-carboxylic acid hydroxyamide ONC(=O)C1=CC=C2C=NN(C2=C1)CC1=CC2=CC=CC=C2C=C1